(S)-2-((6-((2-chloropyridin-3-yl)methoxy)-3',6'-dihydro-[2,4'-bipyridin]-1'(2'H)-yl)methyl)-1-(oxetan-2-ylmethyl)-1H-benzo[d]imidazole-6-carboxylic acid ClC1=NC=CC=C1COC1=CC=CC(=N1)C=1CCN(CC1)CC1=NC2=C(N1C[C@H]1OCC1)C=C(C=C2)C(=O)O